tert-Butyl N-[(1-{[4-(trifluoromethyl)phenyl]carbamoyl}piperidin-4-yl)methyl]carbamate FC(C1=CC=C(C=C1)NC(=O)N1CCC(CC1)CNC(OC(C)(C)C)=O)(F)F